COC(CC(C)=O)OC 4,4-dimethoxybutan-2-one